3-(6-Aminopyridin-3-yl)-N-isopentyl-4-methylbenzamide NC1=CC=C(C=N1)C=1C=C(C(=O)NCCC(C)C)C=CC1C